(Z)-(5-(4-(benzyloxy)phenyl)-1,1-difluoropent-2-en-2-yl)(naphthalen-2-yl)sulfanilamide C(C1=CC=CC=C1)OC1=CC=C(C=C1)CC\C=C(/C(F)F)\C=1C(=C(S(=O)(=O)N)C=CC1N)C1=CC2=CC=CC=C2C=C1